(Z,Z)-10,12-hexadecadienol C(CCCCCCCC\C=C/C=C\CCC)O